Cl.Cl.CN1C2=C(OCC1)C(=CC=C2)C2=NC1=CC(=NC=C1C=C2)CN (2-(4-methyl-3,4-dihydro-2H-benzo[b][1,4]oxazin-8-yl)-1,6-naphthyridin-7-yl)methanamine hydrochloride salt HCl